2-(4-chloro-3-((R or S)-1-(((R)-phenyl((R)-1,2,3,4-tetrahydropyrido[2,3-b]pyrazin-3-yl)methyl)amino)propan-2-yl)phenyl)-2-methylpropanoic acid ClC1=C(C=C(C=C1)C(C(=O)O)(C)C)[C@H](CN[C@@H]([C@H]1CNC2=C(N1)N=CC=C2)C2=CC=CC=C2)C |o1:13|